ClC1=C(C=C(C=C1)[C@@H](NC(=O)N1[C@@H](C(NCC1)=O)C)C=1C=NC(=C(C1)Cl)C(F)(F)F)C#N (2R)-N-((R)-(4-chloro-3-cyanophenyl)(5-chloro-6-(trifluoromethyl)pyridin-3-yl)methyl)-2-methyl-3-oxopiperazine-1-carboxamide